N1C(=CC2=CC=CC=C12)[C@H](N1C(C2=CC(=CC=C2C1)Br)=O)C1=C(C=CC=C1)OC (R)-2-((1H-indol-2-yl)(2-methoxyphenyl)methyl)-6-bromoisoindolin-1-one